C(CCCC)C(CO[SiH](OCC)OCC)(CCCCC)CCCCC tripentyltriethoxysilane